C(C1=CC=CC=C1)OC(=O)N1CCC(CC1)C[C@@H](C(=O)OC)NC(=O)OC(C)(C)C (S)-4-(2-((tert-butoxycarbonyl)amino)-3-methoxy-3-oxopropyl)piperidine-1-carboxylic acid benzyl ester